methyl (S)-2-(2-(1H-pyrazol-1-yl)ethyl)-3-(2-(4-(2-hydroxyethyl)piperazin-1-yl)ethyl)-7-methyl-3,7,8,9-tetrahydro-6H-imidazo[4,5-f]quinoline-6-carboxylate N1(N=CC=C1)CCC=1N(C=2C(=C3CC[C@@H](N(C3=CC2)C(=O)OC)C)N1)CCN1CCN(CC1)CCO